ClC1=CC=C(C=C1)CC#C 1-Chloro-4-(prop-2-yn-1-yl)benzene